C(C)(=O)C=1SC=C(N1)NC(=O)N[C@H]1CCOC2=C(C=CC=C12)Cl 1-(2-acetylthiazol-4-yl)-3-[(4S)-8-chlorochroman-4-yl]urea